FC=1C=C(C=CC1)NC(CN(CC(=O)N)C)=O 2-((2-((3-fluorophenyl)amino)-2-oxoethyl)(methyl)amino)acetamide